C1(CC1)N(C(CN1C2=C(OCC1=O)C=CC(=C2)C(=O)NO)=O)C 4-(2-(cyclopropyl(methyl)amino)-2-oxoethyl)-N-hydroxy-3-oxo-3,4-dihydro-2H-benzo[b][1,4]oxazine-6-carboxamide